(R)-1-((4-chloro-5-fluoro-2-(2-methoxy-7-methylquinoxalin-5-yl)benzo[d]thiazol-6-yl)oxy)propan-2-yl (6-(hydroxymethyl)pyridin-3-yl)carbamate OCC1=CC=C(C=N1)NC(O[C@@H](COC1=CC2=C(N=C(S2)C2=C3N=CC(=NC3=CC(=C2)C)OC)C(=C1F)Cl)C)=O